(3S,4S) or (3R,4R)-4-(4-(6-chloro-2-((5-chloro-1-cyclopropyl-1H-pyrazol-4-yl)amino)quinazolin-7-yl)piperidin-1-yl)tetrahydrofuran-3-ol ClC=1C=C2C=NC(=NC2=CC1C1CCN(CC1)[C@@H]1[C@@H](COC1)O)NC=1C=NN(C1Cl)C1CC1 |o1:17,18|